C(C)(C)(C)OC(=O)N1C2C(CC(C1)C2)N 6-amino-2-azabicyclo[2.2.1]Heptane-2-carboxylic acid tert-butyl ester